7-nitro-2,3-dihydrobenzo[B][1,4]dioxin-6-amine [N+](=O)([O-])C=1C(=CC2=C(OCCO2)C1)N